ClC1=C(C=CC(=C1)Cl)CN1OCC(C1=O)(C)C 2-[(2,4-dichlorophenyl)methyl]-4,4-dimethylisoxazolidin-3-one